sec-butyl tertiary butyl ether C(C)(C)(C)OC(C)CC